3-(5-chloro-2-(4-fluoro-1H-pyrazol-1-yl)phenyl)cyclobutan-1-amine ClC=1C=CC(=C(C1)C1CC(C1)N)N1N=CC(=C1)F